C(=O)O.COC[C@@H](C)NC1CCC(CC1)NC1=NC=C(C=N1)[C@@H]1C[C@H](CO1)N(C(O)=O)[C@@H](C)CC.C(C)(C)(C)C1CCC(CC1)C#C tert-butyl-4-ethynyl-cyclohexane (3R,5S)-5-(2-(((1S,4R)-4-(((R)-1-methoxypropan-2-yl)amino)cyclohexyl)amino)pyrimidin-5-yl)tetrahydrofuran-3-yl-((S)-sec-butyl)carbamate formate